N1(CC(CC1)C(=O)OCN1N=C(C=C1)C=CC=1SC=CC1)C(=O)OC(C)(C)C (E)-1-tert-Butyl 3-((3-(2-(thiophen-2-yl)vinyl)-1H-pyrazol-1-yl)methyl) pyrrolidine-1,3-dicarboxylate